C(CCCCCCCCCCCCCCC)(=O)OCCCCCCCCCCCCCCCCCCCC icosanyl hexadecanoate